Methyl 4-(4-(4-aminothiophene-2-yl) pyrimidin-2-yl)-2-methoxybenzoate NC=1C=C(SC1)C1=NC(=NC=C1)C1=CC(=C(C(=O)OC)C=C1)OC